(Rp)-mesyl phosphoramidate P(OS(=O)(=O)C)([O-])(=O)N